(2R,3R,4R,5R)-2-(4-aminopyrrolo[2,1-f][1,2,4]triazin-7-yl)-2-cyano-5-((((tert-pentyloxy)carbonyl)oxy)methyl)tetrahydrofuran-3,4-diyl di-tert-pentyl bis(carbonate) C(O[C@H]1[C@](O[C@@H]([C@H]1OC(OC(C)(C)CC)=O)COC(=O)OC(C)(C)CC)(C#N)C1=CC=C2C(=NC=NN21)N)(OC(C)(C)CC)=O